4-(7-(3-chloro-2-fluorophenyl)imidazo[5,1-b]thiazol-5-yl)benzoic acid ClC=1C(=C(C=CC1)C=1N=C(N2C1SC=C2)C2=CC=C(C(=O)O)C=C2)F